ClC1=NC(=NC(=C1)O[C@@H](C)[C@H]1N(C[C@H](C1)F)C)C1=CC(=NO1)C(C)(C)C1=C(C=CC=C1)F 4-Chloro-6-[(1S)-1-[(2S,4S)-4-fluoro-1-methylpyrrolidin-2-yl]ethoxy]-2-{3-[2-(2-fluorophenyl)propan-2-yl]-1,2-oxazol-5-yl}pyrimidine